C1=CC(=CC=C1[N+](=O)[O-])OC2[C@@H]([C@H]([C@@H]([C@H](O2)C(=O)O)O[C@@H]3[C@@H]([C@H]([C@@H]([C@H](O3)COS(=O)(=O)O)O[C@H]4[C@@H]([C@H]([C@@H]([C@H](O4)C(=O)O)O[C@@H]5[C@@H]([C@H]([C@@H]([C@H](O5)COS(=O)(=O)O)O[C@H]6[C@@H]([C@H]([C@@H]([C@H](O6)C(=O)O)O[C@@H]7[C@@H]([C@H]([C@@H]([C@H](O7)COS(=O)(=O)O)O[C@H]8[C@@H]([C@H]([C@@H]([C@H](O8)C(=O)O)O[C@@H]9[C@@H]([C@H]([C@@H]([C@H](O9)COS(=O)(=O)O)O)O)NS(=O)(=O)O)O)O)OS(=O)(=O)O)NS(=O)(=O)O)O)OS(=O)(=O)O)O)NS(=O)(=O)O)O)OS(=O)(=O)O)O)NS(=O)(=O)O)O)O The molecule is an amino octasaccharide comprising three D-GlcNS(6S) residues, one D-GlcNS(6S) residue, two D-GlcA(2S) residues and two D-GlcA residues (with one at the reducing end joined to 4-nitrophenol via a glycosidic linkage). It is an amino octasaccharide, a carbohydrate acid derivative and an oligosaccharide sulfate.